N-(cyclopropyl(phenyl)methyl)acetamide C1(CC1)C(NC(C)=O)C1=CC=CC=C1